C(C#C)OCCN1CCN(CC1)C(=O)OC(C)(C)C Tert-Butyl 4-(2-prop-2-ynoxyethyl)piperazine-1-carboxylate